1-(4-fluoro-2-vinylphenyl)ethan-1-ol tert-butyl-4-(2-(2-cyano-5-formyl-4-methyl-1H-indol-1-yl)acetyl)piperazine-1-carboxylate C(C)(C)(C)C1N(CCN(C1)C(CN1C(=CC2=C(C(=CC=C12)C=O)C)C#N)=O)C(=O)OC(C)C1=C(C=C(C=C1)F)C=C